(2-(4-diethylamino-2-hydroxybenzoyl)benzoyl)piperazine C(C)N(C1=CC(=C(C(=O)C2=C(C(=O)N3CCNCC3)C=CC=C2)C=C1)O)CC